C(=C)C1=[NH+]C=CC=C1 2-vinylpyridinium